CC1=CC2=CC3=CC(=CC=C3C=C2C=C1)C 2,7-dimethyl-anthracene